1-(4-(Benzyloxy)phenyl)-6-((4-methoxy-2-methylphenyl)amino)-3-methyl-1,3-dihydro-2H-imidazo[4,5-c]pyridin-2-one C(C1=CC=CC=C1)OC1=CC=C(C=C1)N1C(N(C=2C=NC(=CC21)NC2=C(C=C(C=C2)OC)C)C)=O